N-(1-(tetrahydrofuran-3-yl)-1H-pyrazol-4-yl)-5-(thiophen-2-yl)isoxazole-3-carboxamide O1CC(CC1)N1N=CC(=C1)NC(=O)C1=NOC(=C1)C=1SC=CC1